6-(1-methyl-1H-pyrazole-4-yl)-1H,6H,7H-pyrrolo[2,3-c]pyridin-7-one CN1N=CC(=C1)N1C(C2=C(C=C1)C=CN2)=O